1-(3-chloro-2-fluorobenzyl)-4-((3,5-difluoro-4-methyl-6-((5-methyl-1H-pyrazol-3-yl)amino)pyridin-2-yl)methyl)piperidine-4-carboxylic acid ClC=1C(=C(CN2CCC(CC2)(C(=O)O)CC2=NC(=C(C(=C2F)C)F)NC2=NNC(=C2)C)C=CC1)F